(S)-3,3'-bis(triphenylsilyl)-1,1'-binaphthyl C1(=CC=CC=C1)[Si](C=1C=C(C2=CC=CC=C2C1)C1=CC(=CC2=CC=CC=C12)[Si](C1=CC=CC=C1)(C1=CC=CC=C1)C1=CC=CC=C1)(C1=CC=CC=C1)C1=CC=CC=C1